(S)-3-(Boc-amino)-2-(4-ethynylbenzeneFormylamino)-3-methylbutanoic acid methyl ester COC([C@H](C(C)(C)NC(=O)OC(C)(C)C)NC(=O)C1=CC=C(C=C1)C#C)=O